CC1(OB(OC1(C)C)C1=C(OCC1)C)C 4,4,5,5-tetramethyl-2-(2-methyl-4,5-dihydrofuran-3-yl)-1,3,2-dioxaborolane